2-vinyl-3,5-dimethylpyrazine C(=C)C1=NC=C(N=C1C)C